2-chloro-N-(4-phenoxyphenyl)-5-(tetrahydrofuran-2-yl)pyrimidin-4-amine ClC1=NC=C(C(=N1)NC1=CC=C(C=C1)OC1=CC=CC=C1)C1OCCC1